C(C1CO1)OCCCCCCCCCCCCCCCCCCCCC heneicosyl glycidyl ether